2-(6,6-dimethyl-2-((2-(trimethylsilyl)ethoxy)methyl)-4,5,6,7-tetrahydro-2H-indazol-3-yl)-N-methyl-3H-imidazo[4,5-b]pyridin-6-amine CC1(CCC2=C(N(N=C2C1)COCC[Si](C)(C)C)C1=NC=2C(=NC=C(C2)NC)N1)C